ethylhexyl-(diMethylamino)benzoate C(C)C1=C(C(=C(C(=O)[O-])C=C1)N(C)C)CCCCCC